BrCC1=CC=C(C=C1)C1=CC(=NO1)C1=CC(=C(C=C1)Cl)Cl 5-(4-(bromomethyl)phenyl)-3-(3,4-dichlorophenyl)isoxazole